tert-butyl 4-((6-((fluorosulfonyl)oxy)-2-phenylimidazo[1,2-a]pyridin-3-yl)amino)benzoate FS(=O)(=O)OC=1C=CC=2N(C1)C(=C(N2)C2=CC=CC=C2)NC2=CC=C(C(=O)OC(C)(C)C)C=C2